(S)-6-(2-amino-5-(4-(2,4-dimethylpiperazin-1-yl)phenyl)pyridin-3-yl)-3,4-dihydroisoquinolin-1(2H)-one NC1=NC=C(C=C1C=1C=C2CCNC(C2=CC1)=O)C1=CC=C(C=C1)N1[C@H](CN(CC1)C)C